N-(2-chloro-3-(5-hydroxy-1,3-dimethyl-1H-pyrazole-4-carbonyl)-6-(methylsulfonyl)benzyl)-N-cyclopropylcyclopropanecarboxamide ClC1=C(CN(C(=O)C2CC2)C2CC2)C(=CC=C1C(=O)C=1C(=NN(C1O)C)C)S(=O)(=O)C